3-((2,2-difluorocyclopropyl)methoxy)-6-(7,8-dimethyl-[1,2,4]triazolo[4,3-b]pyridazin-6-yl)-5,6,7,8-tetrahydro-1,6-naphthyridine FC1(C(C1)COC=1C=NC=2CCN(CC2C1)C=1C(=C(C=2N(N1)C=NN2)C)C)F